1,6-bis(4-vinylbenzyloxy)hexane C(=C)C1=CC=C(COCCCCCCOCC2=CC=C(C=C2)C=C)C=C1